CCC(CC)NC(=O)C1=NNC(=C1)C=1C=C(C=CC1)C=1OC(=CN1)C(=O)NC1=CC(=CC=C1)C(F)(F)F 2-(3-(3-(pentan-3-ylcarbamoyl)-1H-pyrazol-5-yl)phenyl)-N-(3-(trifluoromethyl)phenyl)oxazole-5-carboxamide